N1(CCC1)C1=NC(=NC=C1N1C(NC2(C1)CCC(CC2)(C2=CC(=CC=C2)F)N(C)C)=O)C(F)(F)F 3-(4-(azetidin-1-yl)-2-(trifluoromethyl)pyrimidin-5-yl)-8-(dimethylamino)-8-(3-fluorophenyl)-1,3-diazaspiro[4.5]decan-2-one